CC1=C(C=CC(=C1)O)O 2-methyl-1,4-hydroquinone